Fmoc-(3S)-1,2,3,4-tetrahydroisoquinoline C(=O)(OCC1C2=CC=CC=C2C2=CC=CC=C12)C1NCCC2=CC=CC=C12